ClC1=CC=C(C=C1)C=1C=2C(=C(SC2N2C(=NN=C2[C@@H](N1)CC(=O)NCCCCC=1C=C(C=CC1)CC(=O)O)C)C)C 2-[3-(4-[2-[(9S)-7-(4-chlorophenyl)-4,5,13-trimethyl-3-thia-1,8,11,12-tetraazatricyclo[8.3.0.02,6]trideca-2(6),4,7,10,12-pentaen-9-yl]acetamido]butyl)phenyl]acetic acid